ClC1=CC(=C(C=C1)C1=NN2C(=NC=3C(=CC=CC3C2=N1)C(F)(F)F)N[C@H]1C(NCCCC1)=O)OC(F)(F)F (3R)-3-({2-[4-chloro-2-(trifluoromethoxy)phenyl]-7-(trifluoromethyl)[1,2,4]triazolo[1,5-c]quinazolin-5-yl}amino)azepan-2-one